C(C1=CC=CC=C1)N1CCC(CC1)CCNC(=O)C=1C=NC=2N(C1C)N=C(C2)C=2C=NC(=CC2)F N-[2-(1-benzylpiperidin-4-yl)ethyl]-2-(6-fluoropyridin-3-yl)-7-methylpyrazolo[1,5-a]pyrimidine-6-carboxamide